2-(3-{methyl-[(1r,3s,5s)-9-methyl-9-azabicyclo[3.3.1]non-3-yl]amino}-1,2,4-triazin-6-yl)-5-(1H-pyrazol-4-yl)phenol CN(C=1N=NC(=CN1)C1=C(C=C(C=C1)C=1C=NNC1)O)C1C[C@H]2CCC[C@@H](C1)N2C